ClC1=CC=C(C=C1)S(=O)(=O)\N=C(/NCCN(S(N)(=O)=O)C)\N1N=C([C@H](C1)C1=CC=CC=C1)C1=CC=C(C=C1)F (S,E)-N'-((4-chlorophenyl)sulfonyl)-3-(4-fluorophenyl)-N-(2-(methyl(sulfamoyl)amino)ethyl)-4-phenyl-4,5-dihydro-1H-pyrazole-1-carboximidamide